2-(2,5-dimethyl-1H-pyrrol-1-yl)-6-(1-methyl-4-(methyl-d3)-1H-pyrazol-5-yl)thiazolo[4,5-c]pyrrol-1-ylPyridine CC=1N(C(=CC1)C)C=1S(C=2C(=CNC2C2=C(C=NN2C)C([2H])([2H])[2H])N1)C1=NC=CC=C1